O1C(OCC1)C=1C=C(C=CC1OCC1=CC=C(C=C1)OC)B1OC(C(O1)(C)C)(C)C 2-[3-(1,3-dioxolan-2-yl)-4-[(4-methoxyphenyl)methoxy]phenyl]-4,4,5,5-tetramethyl-1,3,2-dioxaborolane